Cyclopropanesulfonic acid {2-[6-amino-8-(3-fluoro-6-iodo-indan-5-ylsulfanyl)-purin-9-yl]-ethyl}-amide NC1=C2N=C(N(C2=NC=N1)CCNS(=O)(=O)C1CC1)SC=1C=C2C(CCC2=CC1I)F